The molecule is an alpha-D-glucoside that is the 2-aminoethyl glycoside of a pentasaccharide consisting of alpha-D-galactosyl, beta-D-glucuronosyl, beta-D-glucosyl, alpha-D-glucosyl and alpha-D-galactosyl residues, all linked sequentially (1->4). It is an alpha-D-galactoside and a pentasaccharide derivative. C(CO[C@@H]1[C@@H]([C@H]([C@H]([C@H](O1)CO)O[C@@H]2[C@@H]([C@H]([C@@H]([C@H](O2)CO)O[C@H]3[C@@H]([C@H]([C@@H]([C@H](O3)CO)O[C@H]4[C@@H]([C@H]([C@@H]([C@H](O4)C(=O)O)O[C@@H]5[C@@H]([C@H]([C@H]([C@H](O5)CO)O)O)O)O)O)O)O)O)O)O)O)N